NCCCCCCCCCCNC1=C2C(N(C(C2=CC=C1)=O)C1C(NC(CC1)=O)=O)=O 4-((10-aminodecyl)amino)-2-(2,6-dioxopiperidin-3-yl)isoindoline-1,3-dione